CCC(CCC(CCC(CCCCCCC=CCC(CCC(C)=O)=O)=O)=O)=O tricos-16-ene-3,6,9,19,22-pentone